(R)-6-hydroxy-4-(3-hydroxypyrrolidin-1-yl)-1-(4-methoxybenzyl)-1H-indazole-7-carbonitrile OC1=CC(=C2C=NN(C2=C1C#N)CC1=CC=C(C=C1)OC)N1C[C@@H](CC1)O